FC1=NC=CC2=C1CC1CCC2N1C(=O)NC1=C(C=CC(=C1)C(F)(F)F)F 1-fluoro-N-(2-fluoro-5-(trifluoromethyl)phenyl)-6,7,8,9-tetrahydro-5H-5,8-epiminocyclohepta[c]pyridine-10-carboxamide